2-cyclopentylphosphine C1C(CCC1)P